2-(3-azabicyclo[4.1.0]heptane-6-yl)-6-fluoro-4-isobutylbenzonitrile C12CNCCC2(C1)C1=C(C#N)C(=CC(=C1)CC(C)C)F